O=C1N(CC2=CC(=CC=C12)NCCCCCC(N1CCC(CC1)N1N=CC(=C1)C1=NC2=C(C=CC=C2N=C1)N1CCNCC1)=O)C1C(NC(CC1)=O)=O 3-(1-oxo-5-((6-oxo-6-(4-(4-(8-(piperazin-1-yl)quinoxalin-2-yl)-1H-pyrazol-1-yl)piperidin-1-yl)hexyl)amino)isoindolin-2-yl)piperidine-2,6-dione